cetyl-bis(2-hydroxyethyl)-octyl-ammonium chloride [Cl-].C(CCCCCCCCCCCCCCC)[N+](CCCCCCCC)(CCO)CCO